N1C=C(C2=CC=CC=C12)CCN(C)C 2-(1H-indol-3-yl)-N,N-dimethylethane-1-amine